N-{[3-(4-{[(3S,4R)-3-fluoro-1-methylpiperidin-4-yl]amino}-1-(2,2,2-trifluoroethyl)-1H-indol-2-yl)-1,2,4-oxadiazol-5-yl]methyl}-1-[(1R,3R)-3-methoxycyclopentyl]-1H-pyrrole-3-carboxamide F[C@H]1CN(CC[C@H]1NC1=C2C=C(N(C2=CC=C1)CC(F)(F)F)C1=NOC(=N1)CNC(=O)C1=CN(C=C1)[C@H]1C[C@@H](CC1)OC)C